3-(5-(((1R,2S)-2-(((3,3-difluorocyclobutyl)methyl)amino)cyclohexyl)(methyl)amino)-1-oxoisoindolin-2-yl)piperidine-2,6-dione FC1(CC(C1)CN[C@@H]1[C@@H](CCCC1)N(C=1C=C2CN(C(C2=CC1)=O)C1C(NC(CC1)=O)=O)C)F